CC=1C(=C(C=C(C1)C(F)(F)F)O)C=1N=NC(=CC1)N[C@@H]1CN(CC1)C (S)-3-methyl-2-(6-((1-methylpyrrolidin-3-yl)amino)pyridazin-3-yl)-5-(trifluoromethyl)phenol